FC(OC=1C=C(N=NC1)C=1C=C(C=CC1C)NC(=O)N1C2CC(CC1C2)C)F N-[3-[5-(difluoromethoxy)pyridazin-3-yl]-4-methylphenyl]-3-methyl-6-azabicyclo[3.1.1]heptane-6-carboxamide